FC=1C=CC(=C(C1)O)C1=C2C(=C(N=N1)N[C@@H]1[C@H](CCCC1)O)C=NC=C2 5-fluoro-2-(4-(((1S,2S)-2-hydroxycyclohexyl)amino)pyrido[3,4-d]pyridazin-1-yl)phenol